IC1=C(C=CC=C1O[C@H]([C@H](CO[Si](C1=CC=CC=C1)(C1=CC=CC=C1)C(C)(C)C)C1=C(C(=O)N)C=CC(=C1)C)C1=CC=C(C=C1)[N+](=O)[O-])O[C@H]([C@H](CO[Si](C1=CC=CC=C1)(C1=CC=CC=C1)C(C)(C)C)C1=C(C(=O)N)C=CC(=C1)C)C1=CC=C(C=C1)[N+](=O)[O-] (1r,1'r,2s,2's)-((2-iodo-1,3-phenylene)bis(oxy)bis(3-(tert-butyldiphenylsiloxy)-1-(4-nitrophenyl)propane-1,2-diyl))bis(4-methylbenzamide)